1-((1r,3r)-1-methyl-3-((5-(3-methyl-[1,2,4]triazolo[4,3-a]pyridin-6-yl)-7H-pyrrolo[2,3-d]pyrimidin-2-yl)amino)cyclobutyl)pyrrolidin-2-one CC1(CC(C1)NC=1N=CC2=C(N1)NC=C2C=2C=CC=1N(C2)C(=NN1)C)N1C(CCC1)=O